NC1(NC(N(C=C1F)[C@@H]1O[C@]([C@H]([C@@H]1F)OC(C1=CC=CC=C1)(C1=CC=CC=C1)C1=CC=C(C=C1)OC)(CI)CO[Si](C)(C)C(C)(C)C)=O)N 4-amino-4-amino-1-((2R,3S,4R,5R)-5-(((tert-butyldimethylsilyl)oxy)methyl)-3-fluoro-5-(iodomethyl)-4-((4-methoxyphenyl)diphenyl-methoxy)tetrahydrofuran-2-yl)-5-fluoropyrimidin-2(1H)-one